BrC1=CC(=C(C=C1)C=1NC=C(N1)C(F)(F)F)OC 2-(4-bromo-2-methoxyphenyl)-4-(trifluoromethyl)-1H-imidazole